CC=1C=C(C=CC1O[C@H]1COCCC1)NC=1C2=C(N=CN1)C=CC(=N2)N2CCNCC2 N-{3-methyl-4-[(3R)-oxan-3-yloxy]phenyl}-6-(piperazin-1-yl)pyrido[3,2-d]pyrimidin-4-amine